FC1=CC=C(C(=O)N2[C@@H](C=3N(CC2)C(=NC3N3C(CCC3)=O)C3=NC(=NS3)[C@@H](C)F)C)C=C1 1-((R)-7-(4-fluorobenzoyl)-3-(3-((R)-1-fluoroethyl)-1,2,4-thiadiazol-5-yl)-8-methyl-5,6,7,8-tetrahydroimidazo[1,5-a]pyrazin-1-yl)pyrrolidin-2-one